isobutyl (3-(3,3-difluorocyclobutyl)-1,4-dimethyl-1H-pyrazol-5-yl)carbamate FC1(CC(C1)C1=NN(C(=C1C)NC(OCC(C)C)=O)C)F